ClC1=C(C=CC(=C1)Cl)[C@@H](C)NC1=NC(=NC2=CC=CC=C12)N1CC(C1)[C@@H]1CN(CCC1)C1CC(C1)C(=O)O 3-[(1S,3R)-3-[1-[4-[[(1R)-1-(2,4-dichlorophenyl)ethyl]amino]quinazolin-2-yl]azetidin-3-yl]-1-piperidyl]cyclobutanecarboxylic acid